Cl.C1N(CC2=C1CNC2)S(=O)(=O)C2=CC1=C(N=CS1)C=C2 6-((3,4,5,6-tetrahydropyrrolo[3,4-c]pyrrol-2(1H)-yl)sulfonyl)benzo[d]thiazole hydrochloride